1-(2-CYCLOPROPYLPYRIDIN-4-YL)-N-(3-METHYL-1H-INDAZOL-4-YL)-1H-PYRAZOLE-4-SULFONAMIDE C1(CC1)C1=NC=CC(=C1)N1N=CC(=C1)S(=O)(=O)NC1=C2C(=NNC2=CC=C1)C